N1C(=NC2=C1C=CC=C2)C(C)NC(=O)[C@H](CC(N2[C@@H](CCC2)C2=CC=CC=C2)=O)NC(CCC(C)C)=O N-[(1S)-1-[1-(1H-benzimidazol-2-yl)ethylcarbamoyl]-3-oxo-3-[(2S)-2-phenylpyrrolidin-1-yl]propyl]-4-methyl-pentanamide